N-{[3-(4-{[(3S,4R)-3-fluoro-1-methylpiperidin-4-yl]amino}-1-(2,2,2-trifluoroethyl)-1H-indol-2-yl)-1,2,4-oxadiazol-5-yl]methyl}-2-(morpholin-4-yl)-1,3-thiazole-4-carboxamide F[C@H]1CN(CC[C@H]1NC1=C2C=C(N(C2=CC=C1)CC(F)(F)F)C1=NOC(=N1)CNC(=O)C=1N=C(SC1)N1CCOCC1)C